C(C)(=O)O[BH-](OC(C)=O)OC(C)=O.[Na+] Sodium tris(acetoxy)borohydride